(6S)-6-(2-Chloro-3-[(6-methyl-pyridin-3-yl)amino]phenyl)-2-imino-6-methyl-3-[(2R*,4S*)-2-methyltetrahydropyran-4-yl]-hexahydropyrimidin-4-one ClC1=C(C=CC=C1NC=1C=NC(=CC1)C)[C@@]1(CC(N(C(N1)=N)[C@@H]1C[C@H](OCC1)C)=O)C |o1:22,24|